CNC(=O)C1=CC(=CC=2C(COC21)C2=CC=CC=C2)C(=O)NC=2N=NN(C2)C N7-Methyl-N5-(1-methyl-1H-1,2,3-triazol-4-yl)-3-phenyl-2,3-dihydrobenzofuran-5,7-dicarboxamid